1-((5,6-bis(benzyloxy)pyrimidin-4-yl)methyl)-3-isopropyl-4-(4-((4-(((tetrahydrofuran-3-yl)amino)methyl)phenyl)ethynyl)phenyl)imidazolin-2-one C(C1=CC=CC=C1)OC=1C(=NC=NC1OCC1=CC=CC=C1)CN1C(N(C(C1)C1=CC=C(C=C1)C#CC1=CC=C(C=C1)CNC1COCC1)C(C)C)=O